cyanomethyl (2R)-2-[[4-[[2-(4-fluorophenyl)acetyl]amino]phenyl]methoxycarbonylamino]-3-methoxypropanoate FC1=CC=C(C=C1)CC(=O)NC1=CC=C(C=C1)COC(=O)N[C@@H](C(=O)OCC#N)COC